C(\C=C\CCCCCC(=O)O)C(=O)O trans-2-octene-1,8-dicarboxylic acid